COC(C1=CC(=C(C=C1)N)NCC1=NOC(=C1)C)=O.ClCC1=NC2=C(N1CC1=NOC(=C1)C)C=C(C=C2)C(=O)OC Methyl 2-(chloromethyl)-1-((5-methylisoxazol-3-yl)methyl)-1H-benzo[d]imidazole-6-carboxylate Methyl-4-amino-3-(((5-methylisoxazol-3-yl)methyl)amino)benzoate